C(C)(=O)NC1=CC=C(OCC(=O)O)C=C1 2-(4-acetamidophenoxy)acetic acid